C(C)C1=NC(=CC=C1C1CC(OCC1)CC(=O)OC)C=1N=NN(C1COC(N(CCC)C)=O)C methyl 2-(4-{2-ethyl-6-[1-methyl-5-({[methyl(propyl)carbamoyl]oxy} methyl)-1H-1,2,3-triazol-4-yl]pyridin-3-yl}oxan-2-yl)acetate